CC(CCCCC)C(C(=O)[O-])(C)C.[K+] potassium 2-(hept-2-yl)-2-methylpropionate